2-(2-(dimethylamino)-2-oxoacetyl)-7-methyl-N-(3,4,5-trifluorophenyl)-2,3,3a,4,10,10a-hexahydro-1H,7H-dipyrrolo[3,4-b:3',4'-f][1,4,5]oxathiazocine-8-carboxamide 5,5-dioxide CN(C(C(=O)N1CC2NS(C=3C(OCC2C1)=C(N(C3)C)C(=O)NC3=CC(=C(C(=C3)F)F)F)(=O)=O)=O)C